ethyl 5-cyclobutoxy-4-((N,N-dimethylsulfamoyl)carbamoyl)-2-fluorobenzoate C1(CCC1)OC=1C(=CC(=C(C(=O)OCC)C1)F)C(NS(N(C)C)(=O)=O)=O